ethyl (R)-7-(2-(((3-bromopyridin-2-yl)oxy)methyl)pyrrolidin-1-yl)-6-fluoro-1-(4-(2-hydroxyethoxy)phenyl)-4-oxo-1,4-dihydroquinoline-3-carboxylate BrC=1C(=NC=CC1)OC[C@@H]1N(CCC1)C1=C(C=C2C(C(=CN(C2=C1)C1=CC=C(C=C1)OCCO)C(=O)OCC)=O)F